2-(4-Bromo-2-fluoro-5-methyl-phenyl)acetic acid methyl ester COC(CC1=C(C=C(C(=C1)C)Br)F)=O